C(C)OP(=O)(OCC)OC1=C(C(=CC(=C1)CP(=O)(OC)OC)C)C(CC(=O)O)(C)C 3-(2-((Diethoxyphosphoryl)oxy)-4-((dimethoxyphosphoryl)methyl)-6-methylphenyl)-3-methylbutanoic acid